C1(CCCCC1)NCCS(=O)(=O)O 2-cyclohexylamino-ethanesulfonic acid